C1=NC=CC2=C1OC1=C(C(=C2)C(=O)OC)C=CC=C1 methyl benzo[6,7]oxepino[2,3-c]pyridine-6-carboxylate